C(C)(C)(C)OC(=O)N1[C@H](CN(CC1)C1CC(CC1)N1N=C(C=2C1=NC=NC2N)C2=CC=C(C=C2)OC2=CC=CC=C2)C (2S)-tert-butyl-4-(3-(4-amino-3-(4-phenoxyphenyl)-1H-pyrazolo[3,4-d]pyrimidin-1-yl) cyclopentyl)-2-methylpiperazine-1-carboxylate